N-(3,4-difluorophenyl)-7-(6-(4-methylpiperazin-1-yl)pyridin-3-yl)quinazolin-4-amine FC=1C=C(C=CC1F)NC1=NC=NC2=CC(=CC=C12)C=1C=NC(=CC1)N1CCN(CC1)C